ClC1=CC=C(C=C1)/C(/C(=O)OCC)=C(\CCCCC)/[Sn](CCCC)(CCCC)CCCC Ethyl (Z)-2-(4-chlorophenyl)-3-(tributylstannyl)oct-2-enoate